C1(=C2N(C=N1)CCC2)C(C(=O)O)N2C(C1=C(C=C(C=C1C=C2)C2=CC=C(C=C2)C2CCN(CC2)C)F)=O 2-(6,7-dihydro-5H-pyrrolo[1,2-c]imidazol-1-yl)-2-(8-fluoro-6-(4-(1-methylpiperidin-4-yl)phenyl)-1-oxoisoquinolin-2(1H)-yl)acetic acid